C(CCCCCCCCCCC)[Sn]CCCCCCCCCCCC didodecyltin